ethyl 2-[(2S)-2-[tert-butyl(dimethyl)silyl]oxypropyl]-5-ethoxy-pyrazole-3-carboxylate [Si](C)(C)(C(C)(C)C)O[C@H](CN1N=C(C=C1C(=O)OCC)OCC)C